Cyclopentendiol C1(C=CCC1)(O)O